2-chloro-4-[[2-[[(2R)-1-hydroxy-3-methylbutan-2-yl]amino]-9-propan-2-ylpurin-6-yl]amino]benzoic acid ClC1=C(C(=O)O)C=CC(=C1)NC1=C2N=CN(C2=NC(=N1)N[C@@H](CO)C(C)C)C(C)C